2-chloro-5-dimethylphosphoryl-N-[[4-[1-methyl-4-(trifluoromethyl)imidazol-2-yl]phenyl]methyl]pyrimidin-4-amine ClC1=NC=C(C(=N1)NCC1=CC=C(C=C1)C=1N(C=C(N1)C(F)(F)F)C)P(=O)(C)C